5-((5-(2,3-dichlorophenyl)-2,5-diazabicyclo[2.2.2]octan-2-yl)methyl)-2-(2,6-dioxopiperidin-3-yl)isoindoline-1,3-dione ClC1=C(C=CC=C1Cl)N1C2CN(C(C1)CC2)CC=2C=C1C(N(C(C1=CC2)=O)C2C(NC(CC2)=O)=O)=O